2,3-dihydro-benzo[1,4]dioxine-6-carboxylic acid (1-aza-bicyclo[2.2.2]oct-3-yl)-amide N12CC(C(CC1)CC2)NC(=O)C2=CC1=C(OCCO1)C=C2